(5-fluoro-2-methoxy-3-(pyrimidin-2-yl) phenyl) tert-butyl carbonate C(OC1=C(C(=CC(=C1)F)C1=NC=CC=N1)OC)(OC(C)(C)C)=O